curcumin mono-carbon [C].COC1=CC(=CC=C1O)\C=C\C(=O)CC(=O)\C=C\C1=CC=C(O)C(OC)=C1